(R)-3-(4-chloro-2-fluorophenoxy)-6-methyl-2-(4-(methylsulfinyl)phenyl)-4H-pyran-4-one ClC1=CC(=C(OC2=C(OC(=CC2=O)C)C2=CC=C(C=C2)[S@](=O)C)C=C1)F